3-(2-methyl-4-oxo-5-((7-(((1R,2S,4R)-1,7,7-trimethylbicyclo[2.2.1]heptan-2-yl)amino)heptyl)amino)quinazolin-3(4H)-yl)piperidine-2,6-dione CC1=NC2=CC=CC(=C2C(N1C1C(NC(CC1)=O)=O)=O)NCCCCCCCN[C@@H]1[C@@]2(CC[C@H](C1)C2(C)C)C